6-((4-(ethoxymethyl)-4-phenethylpiperidin-1-yl)methyl)-1,4-dihydro-2H-benzo[d][1,3]oxazin-2-one citrate C(CC(O)(C(=O)O)CC(=O)O)(=O)O.C(C)OCC1(CCN(CC1)CC1=CC2=C(NC(OC2)=O)C=C1)CCC1=CC=CC=C1